C[C@H]1N([C@@H](COC1)C)C=1N=C2N(C(C1C)=O)CC[C@H](N2C2=NOC=C2)C(F)(F)F (S)-2-((3R,5R)-3,5-Dimethylmorpholin-4-yl)-9-isoxazol-3-yl-methyl-8-trifluoromethyl-6,7,8,9-tetrahydropyrimido-[1,2-a]pyrimidin-4-one